NC1=NOC2=C1C=CC=C2 Aminobenzo[d]isoxazol